exo-6-fluoro-N-[(1R)-2-fluoro-1-(2-methoxypyridin-4-yl)ethyl]-1,1a,2,7b-tetrahydrocyclopropa[c][1]benzopyran-1-carboxamide FC=1C=CC2=C(C3C(CO2)C3C(=O)N[C@@H](CF)C3=CC(=NC=C3)OC)C1